N-(3-(5-chloro-2-methoxyphenyl)-1-(2-(pyrrolidin-1-yl)ethyl)-1H-pyrazol-4-yl)pyrazolo[1,5-a]pyrimidine-3-carboxamide ClC=1C=CC(=C(C1)C1=NN(C=C1NC(=O)C=1C=NN2C1N=CC=C2)CCN2CCCC2)OC